C([O-])([O-])=O.[Ba+2].[Ni]=O nickel oxide barium carbonate